benzyl rac-(3R,5R)-3,5-bis(2-hydroxypropan-2-yl)piperidine-1-carboxylate OC(C)(C)[C@H]1CN(C[C@@H](C1)C(C)(C)O)C(=O)OCC1=CC=CC=C1 |r|